trans-[(3S)-3-(3,4-difluorophenyl)isoxazolidin-2-yl]-[4-[(2-methyl-[1,2,4]triazolo[1,5-b]pyridazin-6-yl)methyl]cyclohexyl]methanone FC=1C=C(C=CC1F)[C@H]1N(OCC1)C(=O)[C@@H]1CC[C@H](CC1)CC=1C=CC=2N(N1)N=C(N2)C